ClC1=C2C(=NN(C2=CC=C1SCCC(=O)OCC(CCCC)CC)C1OCCCC1)I 2-ethylhexyl 3-((4-chloro-3-iodo-1-(tetrahydro-2H-pyran-2-yl)-1H-indazol-5-yl)thio)propionate